1,6-diazabicyclo[5.4.0]Undec-7-ene N12CCCCNC2=CCCC1